tert-butyl (4-(4-amino-1-(2-(4-(methylamino)piperidin-1-yl)ethyl)-1H-pyrazolo[3,4-d]pyrimidin-3-yl)-2-methoxyphenyl)carbamate NC1=C2C(=NC=N1)N(N=C2C2=CC(=C(C=C2)NC(OC(C)(C)C)=O)OC)CCN2CCC(CC2)NC